ethyl-p-toluenesulfonic acid C(C)CC1=CC=C(C=C1)S(=O)(=O)O